8-Chloro-2-[(2s)-Pyrrolidin-2-Yl][1]benzofuro[3,2-D]pyrimidin-4(3h)-One ClC=1C=CC2=C(C1)C=1N=C(NC(C1O2)=O)[C@H]2NCCC2